5-[5-(2-methyl-1H-1,3-benzodiazol-5-yl)-1,3,4-oxadiazol-2-yl]-2-[(propan-2-yl)amino]benzonitrile CC1=NC2=C(N1)C=CC(=C2)C2=NN=C(O2)C=2C=CC(=C(C#N)C2)NC(C)C